Benzoic acid-3-hydroxypropylester OCCCOC(C1=CC=CC=C1)=O